2-[6-[(4aS,8aS)-6-methyl-3,4a,5,7,8,8a-hexahydro-2H-pyrido[4,3-b][1,4]oxazin-4-yl]pyridazin-3-yl]-3-methyl-5-(trifluoromethyl)phenol CN1C[C@H]2[C@@H](OCCN2C2=CC=C(N=N2)C2=C(C=C(C=C2C)C(F)(F)F)O)CC1